2-(azepan-1-yl)-4-((4-(2-(4-(2-hydroxyethyl)piperazin-1-yl)ethyl)phenyl)amino)pyrimido[4,5-d]pyridazin-5(6H)-one N1(CCCCCC1)C=1N=C(C2=C(C=NNC2=O)N1)NC1=CC=C(C=C1)CCN1CCN(CC1)CCO